CC1=CC(OC(=C1)CCCCCC)=O 4-methyl-6-hexyl-2H-pyran-2-one